4-(3-isopropyl-5-(1-methyl-1H-pyrazol-5-yl)-1H-indol-2-yl)-1H-pyrazolo[3,4-b]pyridine C(C)(C)C1=C(NC2=CC=C(C=C12)C1=CC=NN1C)C1=C2C(=NC=C1)NN=C2